COC1=CC=C(C=C1)C(=O)[O-].[Na+] Sodium Anisate